FC=1C=C(C=C(C1O)F)C1(C(NC2=C(C=CC=C12)C(F)(F)F)=O)C1=CC=C(C=C1)OC(F)(F)F 3-(3,5-difluoro-4-hydroxyphenyl)-3-(4-(trifluoromethoxy)phenyl)-7-(trifluoromethyl)indolin-2-one